ClC1=CC=C(C=C1)/C=C/C(=O)C1=C(C=C(C=C1OCC=C(C)C)OC=C(C)C)O (E)-3-(4-Chlorophenyl)-1-[2-hydroxy-6-(3-methylbut-2-enoxy)-4-(2-methylprop-1-enoxy)phenyl]prop-2-en-1-one